6-ethylsulfanyl-1,3-dimethyl-N-[5-(methylamino)-2-(trifluoromethyl)-4-pyridyl]-2-oxo-benzimidazole-5-carboxamide C(C)SC=1C(=CC2=C(N(C(N2C)=O)C)C1)C(=O)NC1=CC(=NC=C1NC)C(F)(F)F